CC(CC[Si](O[Si](C)(C)C)(O[Si](C)(C)C)O[Si](C)(C)C)OCCC methylpropyloxy-propyl-tri(trimethylsiloxy)silane